{2-[1-(3,5-bistrifluoromethylbenzyl)-5-pyridin-4-yl-1H-[1,2,3]triazol-4-yl]-pyridin-3-yl}-(2-chlorophenyl)-methanone FC(C=1C=C(CN2N=NC(=C2C2=CC=NC=C2)C2=NC=CC=C2C(=O)C2=C(C=CC=C2)Cl)C=C(C1)C(F)(F)F)(F)F